ONC(C1=CC=C(C=C1)C1=NC2=C(N1)C=C(C(=C2)N2CCN(CC2)C)\C=C\C(=O)N2CCOCC2)=O (E)-N-hydroxy-4-(5-(4-methylpiperazin-1-yl)-6-(3-morpholino-3-oxoprop-1-en-1-yl)-1H-benzimidazol-2-yl)benzamide